tert-butyl (3S,4S)-8-(5-bromo-3-(hydroxymethyl)pyrazin-2-yl)-3-methyl-2-oxa-8-azaspiro[4.5]decan-4-ylcarbamate BrC=1N=C(C(=NC1)N1CCC2([C@@H]([C@@H](OC2)C)NC(OC(C)(C)C)=O)CC1)CO